(1S,2R)-2-((R)-5H-imidazo[5,1-a]isoindol-5-yl)cyclopentan-1-ol C=1N=CN2C1C1=CC=CC=C1[C@H]2[C@@H]2[C@H](CCC2)O